tert-butyl 3-amino-2-(3-bromobenzyl)piperidine-1-carboxylate NC1C(N(CCC1)C(=O)OC(C)(C)C)CC1=CC(=CC=C1)Br